(bromomethyl)-6-chloroquinolin-2(1H)-one BrCN1C(C=CC2=CC(=CC=C12)Cl)=O